2-(1H-imidazol-1-yl-d3)-N-((trans)-4-methoxycyclohexyl)-6,7-dihydro-5H-cyclopenta[d]pyrimidine-4-carboxamide N1(C(=NC(=C1[2H])[2H])[2H])C=1N=C(C2=C(N1)CCC2)C(=O)N[C@@H]2CC[C@H](CC2)OC